NC=1SC[C@]2(N1)CCOC1=CC=C(C=C12)NC(C1=NC=CC=C1)=O (S)-N-(2'-amino-5'H-spiro[chromane-4,4'-thiazol]-6-yl)picolinamide